C(C1=CC=CC=C1)OC(NC)=O N-methyl-carbamic acid benzyl ester